NC=1N=C(SC1C(=O)C=1C=NC(=CC1)OC(F)F)N(C=1C=NC(=CC1)OC(F)(F)F)C(C(=O)N)C [[4-Amino-5-[6-(difluoromethoxy)pyridin-3-carbonyl]thiazol-2-yl]-[6-(trifluoromethoxy)-3-pyridyl]amino]propanamid